ClC1=C(C=C(C(=C1)C1(COC1)OCC1=CC(=CC=C1)OC(F)(F)F)C)N=CN(C)CC N'-(2-chloro-5-methyl-4-(3-((3-(trifluoromethoxy)benzyl)oxy)oxetan-3-yl)phenyl)-N-ethyl-N-methylformimidamide